2-chloroethyl N-(2-chloroethoxycarbonyl)-N-[7-chloro-6-(3-fluoro-2-pyridyl)-4-methyl-8-(trifluoromethyl)-4H-[1,2,4]triazolo[1,5-a][1,4]benzodiazepin-2-yl]carbamate ClCCOC(=O)N(C(OCCCl)=O)C1=NN2C(C(N=C(C3=C2C=CC(=C3Cl)C(F)(F)F)C3=NC=CC=C3F)C)=N1